tert-butyl 4-((1-(2-(2,6-dioxopiperidin-3-yl)-1-oxoisoindolin-5-yl)azetidin-3-yl)methyl)piperazine-1-carboxylate O=C1NC(CCC1N1C(C2=CC=C(C=C2C1)N1CC(C1)CN1CCN(CC1)C(=O)OC(C)(C)C)=O)=O